O=C1N(C(=CC=C1)C(F)(F)F)C1C2=CC=CC=C2SC=2C=CC=CC12 2-oxo-N-(9H-thioxanthen-9-yl)-6-(trifluoromethyl)-1,2-dihydropyridine